methoxyundecylphosphonic acid COCCCCCCCCCCCP(O)(O)=O